1-[4-(2-chloroethoxy)phenyl]-3-(dimethylamino)propan-1-ol ClCCOC1=CC=C(C=C1)C(CCN(C)C)O